6-[1-(2,2,2-trifluoroethyl)-1H-pyrazolo[3,4-b]pyrazin-6-yl]-2-[2-(trifluoromethyl)pyridin-4-yl]-2,6-diazaspiro[3.4]octane FC(CN1N=CC=2C1=NC(=CN2)N2CC1(CN(C1)C1=CC(=NC=C1)C(F)(F)F)CC2)(F)F